rac-dimethylsilylbis(2-methyl-4-indenyl)zirconium dichloride [Cl-].[Cl-].C[SiH](C)[Zr+2](C1=C2C=C(CC2=CC=C1)C)C1=C2C=C(CC2=CC=C1)C